4-[[6-[2-(dimethylamino)ethoxy]-3-pyridinyl]amino]-2-methylsulfanyl-pyrimidine-5-carbaldehyde CN(CCOC1=CC=C(C=N1)NC1=NC(=NC=C1C=O)SC)C